OC(C)(C)C1=CC(=C(C(=O)NCC=2OC(=NN2)C=2SC=CC2)C=C1)OC 4-(2-hydroxypropan-2-yl)-2-methoxy-N-((5-(thiophen-2-yl)-1,3,4-oxadiazol-2-yl)methyl)benzamide